C1=CC=CC=2C3=CC=CC=C3C(C12)COC(=O)NCCCC[C@H](NC(=O)OC(C)(C)C)C(=O)O N6-(((9H-fluoren-9-yl)methoxy)carbonyl)-N2-((tert-butoxy)carbonyl)-L-lysine